Cis-1,4-diamino-2-butene NC\C=C/CN